ClC=1C=C2C(=CC1)NC(C21CCN(CC1)CCOC=1C=C2CCC(N(C2=C(C1)C(F)(F)F)C1CC(C1)(C)O)=O)=O 5-chloro-1'-[2-({2-oxo-1-[(cis)-3-hydroxy-3-methylcyclobutyl]-8-(trifluoromethyl)-1,2,3,4-tetrahydroquinolin-6-yl}oxy)ethyl]-1,2-dihydrospiro[indole-3,4'-piperidin]-2-one